Allylhydroxyacetophenon C(C=C)C(C(=O)C1=CC=CC=C1)O